O[C@@H]1[C@H](CO[C@@H]([C@@H]1O)CO)NC1=CC(=CC(=N1)C(=O)NCC#C)C(F)(F)F 6-[[(3S,4R,5R,6R)-4,5-dihydroxy-6-(hydroxymethyl)tetrahydropyran-3-yl]amino]-N-prop-2-ynyl-4-(trifluoromethyl)pyridine-2-carboxamide